OC1=C(C=C(C=C1)C=1C=CC=C2C=C(C=C(C12)C(=O)O)OC)OC 8-(4-hydroxy-3-methoxyphenyl)-3-methoxynaphthoic acid